C(C1=CC=CC=C1)N1CC(=CC=C1C=CCC)C1=CC=CC2=CC=CC=C12 1-benzyl-6-buten-1-yl-3-naphthylpyridin